NC1=C(N=NC(=C1)Cl)C=1C(=CC(=C(C1)C1=NOC(C1)(C(=O)OCC)C)Cl)F ethyl 3-[5-(4-amino-6-chloro-pyridazin-3-yl)-2-chloro-4-fluoro-phenyl]-5-methyl-4H-isoxazole-5-carboxylate